C12CN(CC(N1)C2)C2=C1C(N(C(C1=CC=C2)=O)N2C(NC(CC2)=O)=O)=O (3,6-diazabicyclo[3.1.1]heptane-3-yl)-2-(2,4-dioxotetrahydropyrimidin-1(2H)-yl)isoindoline-1,3-dione